rac-(RS)-2-(2-chloro-1-benzothiophen-6-yl)-6-methyl-3-(pyridin-4-yl)-4,5,6,7-tetrahydropyrazolo[1,5-a]pyrazine hydrogen chloride Cl.ClC=1SC2=C(C1)C=CC(=C2)C2=NN1C(CN[C@@H](C1)C)=C2C2=CC=NC=C2 |r|